FC(=C=C)F 1,1-Difluoropropadien